((2S)-1-(2,4-dimethoxybenzyl)-2-(1-methyl-1H-1,2,3-triazol-4-yl)-2'-(trifluoromethyl)-4',5'-dihydrospiro[piperidine-4,7'-thieno[2,3-c]pyran]-3'-yl)methanol COC1=C(CN2[C@@H](CC3(OCCC4=C3SC(=C4CO)C(F)(F)F)CC2)C=2N=NN(C2)C)C=CC(=C1)OC